4-((3-(4-(1-benzoylpiperidin-4-yl)butyl)ureido)meth-yl)benzamide C(C1=CC=CC=C1)(=O)N1CCC(CC1)CCCCNC(NCC1=CC=C(C(=O)N)C=C1)=O